ClC=1C(=C(C=CC1)C1=C(C=CC=C1OC(C)C)OC(C)C)P(C1CCCCC1)C1CCCCC1 Chloro(2-dicyclohexylphosphino-2',6'-di-isopropoxy-1,1'-biphenyl)